tert-butyl 4-[[1-(2,6-dioxo-3-piperidyl)-2-oxo-benzo[cd]indol-6-yl]methylamino]-4-oxo-butanoate O=C1NC(CCC1N1C(C2=C3C(C(=CC=C13)CNC(CCC(=O)OC(C)(C)C)=O)=CC=C2)=O)=O